COCCC1CCC2=C(C=3CCCC3C=C12)NC(=O)C1=NN2C(OCCC2)=C1S(=O)(N)=N ((1-(methoxyethyl)-1,2,3,5,6,7-hexahydro-s-indacen-4-yl)carbamoyl)-6,7-dihydro-5H-pyrazolo[5,1-b][1,3]oxazine-3-sulfonimidamide